OC=1C(N=C2C=CC(=C(C12)C1=CNC2=CC=CC=C12)Br)=C=O 3-hydroxy-5-bromo-(3-indolyl)-2-carbonyl-indole